C(C)OC1=C(C=CC(=C1)N(CC)CC)C1(OC(=O)C2=CC=CC=C12)C1=C(N(C2=CC=CC=C12)CCCCCCCC)C 3-(2-ethoxy-4-diethylaminophenyl)-3-(1-n-octyl-2-methylindol-3-yl)phthalide